(1S,2R,4S)-2-(hydroxymethyl)-2-(isobutoxymethyl)-4-methyl-quinuclidin-3-one OC[C@@]1(N2CCC(C1=O)(CC2)C)COCC(C)C